Cl.COCC1(CCCC1)CNC 1-[1-(methoxymethyl)cyclopentyl]-N-methylmethylamine hydrochloride